C(C)C1=C(C=CC=C1)C=1C=C2C(CC3(CNCC3)C2=CC1)O 5-(2-ethylphenyl)-2,3-dihydrospiro[indene-1,3'-pyrrolidine]-3-ol